BrC=1C(=NN(C1)C1=NC=C(C=C1)[N+](=O)[O-])C#N 4-bromo-1-(5-nitro-2-pyridinyl)pyrazole-3-carbonitrile